tert-butyl (R)-1-(methoxymethylene)-6-azaspiro[3.4]octane-6-carboxylate COC=C1CC[C@]12CN(CC2)C(=O)OC(C)(C)C